[Na+].S(=O)(=O)(OCC(CCl)O)[O-] 2-hydroxy-3-chloropropyl sulfate sodium salt